N1CC(C1)CC1CC(C1)NC(C1=CC(=C(C=C1)NC1=NC=2N([C@@H](C(N(C2C=N1)C)=O)CC)C1CCCC1)OC)=O N-[3-(azetidin-3-ylmethyl)cyclobutyl]-4-[[(7R)-8-cyclopentyl-7-ethyl-5-methyl-6-oxo-7H-pteridin-2-yl]amino]-3-methoxy-benzamide